(2S)-2-(2-{[5-(2,6-dichlorophenyl)-1-trityl-1H-indazol-3-yl]amino}-2-oxoethyl)pyrrolidine-1-carboxylic acid tert-butyl ester C(C)(C)(C)OC(=O)N1[C@@H](CCC1)CC(=O)NC1=NN(C2=CC=C(C=C12)C1=C(C=CC=C1Cl)Cl)C(C1=CC=CC=C1)(C1=CC=CC=C1)C1=CC=CC=C1